COC(C1=C(C(=CC(=C1)Cl)Br)F)=O 3-Bromo-5-chloro-2-fluorobenzoic acid methyl ester